1-(1-Methoxy-propoxy)-(E,Z)-3-hexen COC(CC)OCC\C=C\CC